CN(C1(CCC2(CN(C(N2)=O)C=2N=C(SC2)C2=CC=NC=C2)CC1)C1=CC=CC=C1)C cis-8-dimethylamino-8-phenyl-3-(2-pyridin-4-yl-thiazol-4-yl)-1,3-diazaspiro[4.5]decan-2-one